BrCCCCCCCCCCCCO 12-bromododecanol